1-[3-[4-[3-[3-amino-6-(2-hydroxyphenyl)pyridazin-4-yl]-3,8-diazabicyclo[3.2.1]octan-8-yl]-2-pyridyl]prop-2-ynyl]piperidine-4-carbonitrile NC=1N=NC(=CC1N1CC2CCC(C1)N2C2=CC(=NC=C2)C#CCN2CCC(CC2)C#N)C2=C(C=CC=C2)O